(S)-3-((5-methoxy-4-(2-methyl-4-phenylpiperazin-1-yl)pyrimidin-2-yl)amino)benzenesulfonamide COC=1C(=NC(=NC1)NC=1C=C(C=CC1)S(=O)(=O)N)N1[C@H](CN(CC1)C1=CC=CC=C1)C